6-(2-methoxy-4-(5-methyl-1,2,4-oxadiazol-3-yl)phenyl)nicotinic acid methyl ester COC(C1=CN=C(C=C1)C1=C(C=C(C=C1)C1=NOC(=N1)C)OC)=O